3-[6-chloro-2-({3-[2-(4-chloro-3-fluorophenoxy)acetamido]bicyclo[1.1.1]pentan-1-yl}carbamoyl)-2,3-dihydro-4H-1,4-benzoxazin-4-yl]propanoic acid ClC=1C=CC2=C(N(CC(O2)C(NC23CC(C2)(C3)NC(COC3=CC(=C(C=C3)Cl)F)=O)=O)CCC(=O)O)C1